C(C)(C)(C)OC(=O)N1C(CC1)=CC1=CC(=CC=C1)COC1=C(C=C(C=C1)Cl)Cl (3-((2,4-dichlorophenoxy)methyl)benzylidene)azetidine-1-carboxylic acid tert-butyl ester